1-(7-(6-chloro-2-(3-(dimethylamino)azetidin-1-yl)-8-fluoro-7-(6-fluoro-1H-indazol-7-yl)quinazolin-4-yl)-2,7-diazaspiro[3.5]nonan-2-yl)prop-2-en-1-one ClC=1C=C2C(=NC(=NC2=C(C1C=1C(=CC=C2C=NNC12)F)F)N1CC(C1)N(C)C)N1CCC2(CN(C2)C(C=C)=O)CC1